Hydroxyphenyl-pyruvic acid OC(C(C(=O)O)=O)C1=CC=CC=C1